N-(3-(2,4-Difluoro-3-(methoxymethoxy)-5-(trifluoromethyl)phenyl)-1-methyl-1H-pyrazolo[3,4-d]pyrimidin-6-yl)-N,1-dimethyl-1,2,3,4-tetrahydroquinolin-3-amine FC1=C(C=C(C(=C1OCOC)F)C(F)(F)F)C1=NN(C2=NC(=NC=C21)N(C2CN(C1=CC=CC=C1C2)C)C)C